C1(CCCC1)C=1C=C(C(=O)N=C2NCCN2)C=CC1NC1=CC(=CC=C1)NC(CCNC(C(C)C)=O)=O 3-cyclopentyl-N-[(2E)-imidazolidin-2-ylidene]-4-{[3-(2-methylpropionylamino(propanamido))phenyl]amino}benzamide